N-(cyclohexylmethyl)prop-2-en-1-amine C1(CCCCC1)CNCC=C